C(C1=CC=CC=C1)SC1=C(C(=CC=C1)Cl)C(F)(F)F benzyl-(3-chloro-2-(trifluoromethyl) phenyl) sulfide